NC1=C(C=C2C=C(C=NC2=N1)C(=O)O)Br 7-amino-6-bromo-1,8-naphthyridine-3-carboxylic acid